C(C)(C)(C)OC(=O)N1CC(CCC1)C=1SC(=C(N1)C1=C(C(=CC=C1)NS(=O)(=O)C1=C(C=CC(=C1)F)F)F)C1=NC(=NC=C1)N 3-{5-(2-Aminopyrimidin-4-yl)-4-[3-(2,5-difluorobenzenesulfonylamino)-2-fluorophenyl]-thiazol-2-yl}-piperidine-1-carboxylic acid tert-butyl ester